C[C@H]1[C@@H]([C@H]([C@H]([C@@H](O1)OC[C@@H]2[C@H]([C@@H]([C@H]([C@@H](O2)OC3=C(C(=C4C(=C3)OC(=CC4=O)C)O)OC)O)O)O)O)O)O The molecule is a disaccharide derivative that consists of 5,7-dihydroxy-6-methoxy-2-methylchromone substituted by a rutinosyl group at position 7 via a glycosidic linkage. Isolated from Crossosoma bigelovii, it exhibits antineoplastic activity. It has a role as a metabolite and an antineoplastic agent. It is a rutinoside, a disaccharide derivative, a member of chromones, a member of phenols and an aromatic ether.